C(C)(C)(C)OC(=O)N1[C@H]2CN(C[C@@H]1CC2)C=2C1=C(N=C(N2)SC)CN(CC1)C(=O)OCC1=CC=CC=C1 benzyl 4-((1R,5S)-8-(tert-butoxycarbonyl)-3,8-diazabicyclo[3.2.1]octan-3-yl)-2-(methylthio)-5,8-dihydropyrido[3,4-d]pyrimidine-7(6H)-carboxylate